FC1=C(C=CC=C1NS(NC)(=O)=O)CC=1C(OC2=CC(=CC=C2C1C)CC(C(F)(F)F)O)=O 3-({2-fluoro-3-[(methylsulfamoyl)amino]phenyl}methyl)-4-methyl-7-(3,3,3-trifluoro-2-hydroxypropyl)chromen-2-one